OC(=O)C(O)C(O)C(=O)O.NCCC(=O)O beta-alanine bitartrate